C1=C(C=CC2=CC=CC=C12)C[C@@]1(NCCC1)C(=O)O α-(2-naphthalenylmethyl)-proline